(7-chloro-3-methyl-2-oxo-1-(2-azaspiro[3.5]non-7-yl)-6-((2-(trimethylsilyl)ethoxy)methyl)-1,2,3,6-tetrahydroimidazo[4,5-d]pyrrolo[2,3-b]pyridin-8-yl)benzonitrile ClC1=C(C=2C(=NC=C3C2N(C(N3C)=O)C3CCC2(CNC2)CC3)N1COCC[Si](C)(C)C)C1=C(C#N)C=CC=C1